ethyl 1-(2-(1-methoxyethyl) phenyl)-5-(trifluoromethyl)-1H-pyrazole-4-carboxylate COC(C)C1=C(C=CC=C1)N1N=CC(=C1C(F)(F)F)C(=O)OCC